N1(CCCC2=CC=CC=C12)C1CCC=2C(=NC(=NC2C1)OCC1N(CCC1)C)N1CC(N(CC1)C(C=CCN(C)C)=O)CC#N 2-(4-(7-(3,4-dihydroquinolin-1(2H)-yl)-2-((1-methylpyrrolidin-2-yl)methoxy)-5,6,7,8-tetrahydroquinazolin-4-yl)-1-(4-(dimethylamino)but-2-enoyl)piperazin-2-yl)acetonitrile